2,4-dichloro-5-nitrophenylacetonitrile ClC1=C(C=C(C(=C1)Cl)[N+](=O)[O-])CC#N